pyridocyclodecan-3-one N=1CC(C=C2C1CCCCCCCC2)=O